(S)-2-methyl-N-[(3S)-1'-[(S)-2-methylpropan-2-sulfinyl]-3H-spiro[1-benzofuran-2,4'-piperidin]-3-yl]propane-2-sulfinamide CC(C)(C)[S@](=O)N[C@H]1C2=C(OC13CCN(CC3)[S@@](=O)C(C)(C)C)C=CC=C2